ClC=1C=2C(N=C3N(C2C=CC1)C1=CC(=CC=C1C31CCCCC1)C1CCN(CC1)C1CC(CCC1)C(=O)O)=O 3-(4-(4'-chloro-5'-oxo-5'H-spiro[cyclohexane-1,7'-indolo[1,2-a]quinazolin]-10'-yl)piperidin-1-yl)cyclohexane-1-carboxylic acid